BrC1=C(C(COC(CCCC(=O)OCC=2C(O)=C(C=C(C2)Br)Br)=O)=CC(=C1)Br)O bis(3,5-dibromosalicyl)glutarate